tert-butyl (6-(4-(3-cyano-4-((tetrahydro-2H-pyran-4-yl)oxy)phenyl)-7-((2-(trimethylsilyl)ethoxy)methyl)-7H-pyrrolo[2,3-d]pyrimidin-6-yl)pyrazin-2-yl)carbamate C(#N)C=1C=C(C=CC1OC1CCOCC1)C=1C2=C(N=CN1)N(C(=C2)C2=CN=CC(=N2)NC(OC(C)(C)C)=O)COCC[Si](C)(C)C